C(C)(C)N1N=C(C=C1[C@H]1CC(CC1)=O)C(F)(F)F |r| racemic-3-(1-isopropyl-3-(trifluoromethyl)-1H-pyrazol-5-yl)cyclopentanone